acryloxyhexyltrimethoxysilan C(C=C)(=O)OCCCCCC[Si](OC)(OC)OC